(5r,7s)-7-((1H-pyrazolo[3,4-c]pyridin-1-yl)methyl)-3-(5-(dimethylphosphoryl)pyrazin-2-yl)-7-methyl-1-oxa-3-azaspiro[4.5]decan-2-one N1(N=CC=2C1=CN=CC2)C[C@@]2(C[C@@]1(CN(C(O1)=O)C1=NC=C(N=C1)P(=O)(C)C)CCC2)C